BrC=1C=C(OC=2C=CC(=C3[C@@H](C[C@@H](C23)NC(OC(C)(C)C)=O)O)S(=O)(=O)C(F)(F)F)C=C(C1)F tert-butyl N-[(1S,3R)-7-(3-bromo-5-fluoro-phenoxy)-3-hydroxy-4-(trifluoromethylsulfonyl) indan-1-yl]carbamate